FC1=CC=C(C=C1)[C@@H]1NCCC2=CC=CC=C12 (S)-1-(4-fluorophenyl)-1,2,3,4-tetrahydroisoquinoline